FC1=C(C=C(C=C1)NC(=O)NC1CC2(CN(C2)C(=O)C2=C3N(N=C2)C=CN3C)C1)C(F)(F)F 1-(4-fluoro-3-(trifluoromethyl)phenyl)-3-(2-(1-methyl-1H-imidazo[1,2-b]pyrazole-7-carbonyl)-2-azaspiro[3.3]heptan-6-yl)urea